N1N=C(C=C1)C1=C(NC=C1)C=1C(=C2C=CN(C2=CC1)C(=O)OC(C)(C)C)C(NC(C)(C)C)=O tert-butyl 5-(3-(1H-pyrazol-3-yl)-1H-pyrrol-2-yl)-4-(tert-butylcarbamoyl)-1H-indole-1-carboxylate